ethyl 2-(8-(((tert-butyldimethylsilyl) oxy) methyl)-6-fluoroisoquinolin-5-yl)-2-oxoacetate [Si](C)(C)(C(C)(C)C)OCC=1C=C(C(=C2C=CN=CC12)C(C(=O)OCC)=O)F